C(#N)[C@@H]1[C@@H](C1)NC(=O)NC=1C=NN2C1N=C(C=C2NC)NC2=CC=CC=1OCCOC12 1-((1R,2S)-2-cyanocyclopropyl)-3-(5-((2,3-dihydrobenzo[b][1,4]dioxin-5-yl)amino)-7-(methylamino)pyrazolo[1,5-a]pyrimidin-3-yl)urea